C(C1CO1)OCCC[Si](O[Si](CCCOCC1CO1)(C)C)(C)C 1,3-Bis(3-glycidoxypropyl)tetramethyldisiloxane